piperidine-1-carboxylic acid 2-methylpropan-2-yl ester CC(C)(C)OC(=O)N1CCCCC1